trans-N1-(5-(1-(2,2-difluoroethyl)-2-methyl-1H-imidazo[4,5-b]pyridin-6-yl)pyrrolo[2,1-f][1,2,4]triazin-2-yl)-N4-methylcyclohexane-1,4-diamine FC(CN1C(=NC2=NC=C(C=C21)C=2C=CN1N=C(N=CC12)N[C@@H]1CC[C@H](CC1)NC)C)F